C1C=CC2=CC(=CC=C12)O inden-5-ol